O[Zn](Cl)Cl hydroxydichlorozinc